(2S,5R,13aS)-N-(1-(2,4-difluorophenyl)cyclopropyl)-8-hydroxy-7,9-dioxo-2,3,4,5,7,9,13,13a-octahydro-2,5-methanopyrido[1',2':4,5]pyrazino[2,1-b][1,3]oxazepine-10-carboxamide FC1=C(C=CC(=C1)F)C1(CC1)NC(=O)C=1C(C(=C2N(C[C@@H]3O[C@H]4CC[C@@H](N3C2=O)C4)C1)O)=O